NCC1=C(C=NC=C1)NC1C(NC(CC1)=O)=O 3-((4-(Aminomethyl)pyridin-3-yl)amino)piperidine-2,6-dione